1,3-di(9-carbazolyl)benzene C1=CC=CC=2C3=CC=CC=C3N(C12)C1=CC(=CC=C1)N1C2=CC=CC=C2C=2C=CC=CC12